FC(OC1=C(C=NC(=C1)CC(C(F)(F)F)C)C1=C(C(=NN1CC)C(=O)[O-])C)F 5-(4-(difluoromethoxy)-6-(3,3,3-trifluoro-2-methylpropyl)pyridin-3-yl)-1-ethyl-4-methyl-1H-pyrazole-3-carboxylate